COC1=CC=C(C(=N1)C)S(=O)(=O)N1CCC2(CC(C2)N2CC3(COC3)C2)CC1 6-(7-((6-Methoxy-2-methylpyridin-3-yl)sulfonyl)-7-azaspiro[3.5]nonan-2-yl)-2-oxa-6-azaspiro[3.3]heptane